[N+](=O)([O-])C1=C(C=CC=C1)S(=O)(=O)NCC#C 2-nitro-N-prop-2-ynyl-benzenesulfonamide